C1(=CC=CC=C1)C(CC1=CC=CC=C1)NC=O N-(1,2-diphenylethyl)formamide